5-tert-butyl-5-methyl-1-pyrroline-N-oxide C(C)(C)(C)C1(CCC=[N+]1[O-])C